C(C)(C)N1N=C(C2=C(C=CC=C12)CC1=CC=C(C=C1)C(F)(F)F)C(=O)NC1CC2(C1)CC(C2)C(=O)O trans-2-[[1-isopropyl-4-[[4-(trifluoromethyl)phenyl]methyl]indazole-3-carbonyl]amino]spiro[3.3]heptane-6-carboxylic acid